C12C(C3CC(CC(C1)C3)C2)CC(=O)Cl 2-(2-adamantyl)acetyl chloride